C(C)(C)(C)OC(NC1CCN(CC1)C1=NC(=C(C(=C1)C1=CC(=C(C=C1)OC)F)OC)Br)=O (1-(6-bromo-4-(3-fluoro-4-methoxyphenyl)-5-methoxypyridin-2-yl)piperidin-4-yl)carbamic acid tert-butyl ester